C(C)(C)(C)OC(=O)N(CC(=O)N1CC2=C(CC1)SC(=C2)C(=O)OCC)C2C(C2)C2=CC=C(C=C2)F Ethyl 5-(2-((tert-butoxycarbonyl)(2-(4-fluorophenyl)cyclopropyl)amino)acetyl)-4,5,6,7-tetrahydrothieno[3,2-c]pyridine-2-carboxylate